2-{[(2S,4S)-4-({2-[(2-cyano-4-fluorophenoxy)methyl]-5-fluoropyrimidin-4-yl}oxy)-2-methylpiperidin-1-yl]methyl}-1-{[(2S)-oxetan-2-yl]methyl}-1H-1,3-benzodiazole-6-carboxylic acid C(#N)C1=C(OCC2=NC=C(C(=N2)O[C@@H]2C[C@@H](N(CC2)CC2=NC3=C(N2C[C@H]2OCC2)C=C(C=C3)C(=O)O)C)F)C=CC(=C1)F